Tert-butyl (R)-3-((S)-3-(3-bromo-1-((2-(trimethylsilyl)ethoxy)methyl)-1H-indazol-5-yl)-1-(tert-butoxy)-1-oxopropan-2-yl)pyrrolidine-1-carboxylate BrC1=NN(C2=CC=C(C=C12)C[C@H](C(=O)OC(C)(C)C)[C@@H]1CN(CC1)C(=O)OC(C)(C)C)COCC[Si](C)(C)C